2-ethylhexyl 3-((5-chloro-3-methylpyrazin-2-yl)thio)propanoate ClC=1N=C(C(=NC1)SCCC(=O)OCC(CCCC)CC)C